1-tert-butoxycarbonyl-4-(4-fluorobenzyl)-piperidine-4-carboxylic acid C(C)(C)(C)OC(=O)N1CCC(CC1)(C(=O)O)CC1=CC=C(C=C1)F